1-(4-(1-methyl-6-((5-methylthiazol-2-yl)amino)-1H-pyrrolo[3,2-c]pyridin-4-yl)-3,6-dihydropyridin-1(2H)-yl)prop-2-en-1-one CN1C=CC=2C(=NC(=CC21)NC=2SC(=CN2)C)C=2CCN(CC2)C(C=C)=O